methyl-2-((6-chloro-2-methylpyridin-3-yl)oxy)-4-methyl-5-(trifluoromethyl)nicotinate COC(C1=C(N=CC(=C1C)C(F)(F)F)OC=1C(=NC(=CC1)Cl)C)=O